COC=1C(=C(C=CC1)[C@H]1NCC[C@H]1NS(=O)C(C)(C)C)C N-[(2R,3R)-2-(3-methoxy-2-methyl-phenyl)pyrrolidine-3-yl]-2-methyl-propane-2-sulfinamide